C(C1=CC=CC=C1)OC1CN(C1)S(=O)(=O)N1C[C@H](CC1)C(=O)N([C@@H](C(C)C)C(=O)OC(C)(C)C)C tert-butyl N-((S)-1-((3-(benzyloxy) azetidin-1-yl) sulfonyl) pyrrolidine-3-carbonyl)-N-methyl-L-valinate